FC1=CC=C(C=C1)C(C)(C#C)C=1N=C(SC1)NC(NCCS(=O)(=O)N)=O 2-(3-(4-(2-(4-fluorophenyl)but-3-yn-2-yl)thiazol-2-yl)ureido)ethanesulfonamide